([1,1'-biphenyl]-4-ylmethoxy)-2-methylpyrazolo[1,5-a]quinazoline C1(=CC=C(C=C1)COC=1C(=NN2C1N=CC1=CC=CC=C21)C)C2=CC=CC=C2